N-((S)-2,4-dimethyl-5-oxo-5,6,7,8-tetrahydro-4H-pyrazolo[1,5-a][1,3]diazepin-6-yl)-1-((R)-1-phenylethyl)-1H-1,2,4-triazole-3-carboxamide CC1=NN2C(N(C([C@H](CC2)NC(=O)C2=NN(C=N2)[C@H](C)C2=CC=CC=C2)=O)C)=C1